tert-Butyl (3R,5S)-4-(2-((3-bromophenyl)amino)-2-oxoethyl)-3,5-dimethylpiperazine-1-carboxylate BrC=1C=C(C=CC1)NC(CN1[C@@H](CN(C[C@@H]1C)C(=O)OC(C)(C)C)C)=O